O(C1=CC=CC=C1)C1=C(C=CC=C1)SC1=C(C=CC=C1)OC1=CC=CC=C1 (2-(phenoxy) phenyl) sulfide